N,N-dimethyl-N-Dodecylammonium bromide [Br-].C[NH+](CCCCCCCCCCCC)C